BrC1=C(N(C2=CC=C(C=C2C1=C=O)F)C1=CC=C(C=C1)C(F)(F)F)CN1C(C2=C(C=C1)[C@@](C(OC2)=O)(O)CC)=O (S)-7-((3-bromo-6-fluoro-4-carbonyl-1-(4-(trifluoromethyl)phenyl)-1,4-dihydroquinolin-2-yl)methyl)-4-ethyl-4-hydroxy-1,7-dihydro-3H-pyrano[3,4-c]pyridine-3,8(4H)-dione